1-(3-Cyano-6-(4-cyano-3-fluorophenyl)-5-(3-hydroxy-4-methoxyphenyl)pyridin-2-yl)piperidine C(#N)C=1C(=NC(=C(C1)C1=CC(=C(C=C1)OC)O)C1=CC(=C(C=C1)C#N)F)N1CCCCC1